OC(C(=O)NC=1C=C(C(=O)N2CCC(CC2)C=2C=C(CNC(OC(C)(C)C)=O)C=CC2)C=CC1)C(C)(C)O tert-butyl 3-(1-(3-(2,3-dihydroxy-3-methylbutanamido) benzoyl)piperidin-4-yl)benzylcarbamate